4-methyl-2-(phenylthio)phenol CC1=CC(=C(C=C1)O)SC1=CC=CC=C1